NC=1C(=NC=C(C1)Cl)N1CC(N(CC1C1=CC=C(C=C1)Cl)C(CC(=O)O)=O)C 3-(4-(3-amino-5-chloropyridin-2-yl)-5-(4-chlorophenyl)-2-methylpiperazin-1-yl)-3-oxopropanoic acid